C(C)C1=CC=C(C2=C1N=C(O2)N2CC1COCC(C2)N1)C=1SC=CN1 ethyl-2-(3-oxa-7,9-diazabicyclo[3.3.1]nonan-7-yl)-7-(thiazol-2-yl)benzo[d]oxazole